C(C)(C)(C)OC(NC1CC(C1)OC1=C(C=C(C=C1)F)C(C)=O)=O ((1s,3s)-3-(2-acetyl-4-fluorophenoxy)cyclobutyl)carbamic acid tert-butyl ester